ON1C(=C(C(C2=CC=CC=C12)=O)CC1=CC=C(C=C1)CC)C 1-hydroxy-2-methyl-3-(4-ethylbenzyl)-4(1H)-quinolinone